(2-bromo-6-fluorobenzyl)hydrazine hydrochloride Cl.BrC1=C(CNN)C(=CC=C1)F